COC1=C(C(=CC=C1)OC)N1C(=NN=C1C=1OC(=C(C1)C)C)SCC(=O)OCC Ethyl {[4-(2,6-dimethoxyphenyl)-5-(4,5-dimethylfuran-2-yl)-4H-1,2,4-triazol-3-yl]sulfanyl}acetate